2-amino-3-phenylpropyl carbamate salicylate salt C(C=1C(O)=CC=CC1)(=O)O.C(N)(OCC(CC1=CC=CC=C1)N)=O